ClC1=CC=C(C=C1)C(C(C)=O)=CC=CC=C 3-(4-chlorophenyl)octa-3,5,7-triene-2-one